2-(2-fluoro-4-(4-oxopyrrolidin-2-yl)phenyl)-N-(tetrahydro-2H-pyran-4-yl)benzo[d]imidazo[2,1-b]thiazole-7-carboxamide hydrochloride Cl.FC1=C(C=CC(=C1)C1NCC(C1)=O)C=1N=C2SC3=C(N2C1)C=CC(=C3)C(=O)NC3CCOCC3